C(#C)C=1C(=CC=2N(C1)N=CN2)C 6-ethynyl-7-methyl-[1,2,4]triazolo[1,5-a]pyridine